(R)-5-(1-(1H-pyrrolo[2,3-b]pyridin-4-yl)ethoxy)-3-(6-(7-methoxy-7-methyl-2-azaspiro[3.5]nonan-2-yl)pyridin-3-yl)-1H-indazole N1C=CC=2C1=NC=CC2[C@@H](C)OC=2C=C1C(=NNC1=CC2)C=2C=NC(=CC2)N2CC1(C2)CCC(CC1)(C)OC